C1=CC=C(C=2OC3=C(C21)C=CC=C3)C3=NC2=C(N3)C=CC=C2 2-(dibenzo[b,d]furan-4-yl)-1H-benzo[d]imidazole